(R)-3-bromo-1'-((2-(trimethylsilyl)ethoxy)methyl)-5,7-dihydrospiro[cyclopenta[b]pyridine-6,3'-pyrrolo[2,3-b]pyridin]-2'(1'H)-one BrC=1C=C2C(=NC1)C[C@]1(C(N(C3=NC=CC=C31)COCC[Si](C)(C)C)=O)C2